Cl.COC(=O)[C@H]1N[C@H](CC1)C#C (2S,5r)-5-ethynyl-pyrrolidine-2-carboxylic acid methyl ester hydrochloride